ClC1=CC2=C(C(N(C=C2C2=CC(N(C=C2OC2=C(C=CC=C2C)C)C)=O)C)=O)N1S(=O)(=O)CC1=CC=CC=C1 2-chloro-4-(5-(2,6-dimethylphenoxy)-1-methyl-2-oxo-1,2-dihydropyridin-4-yl)-6-methyl-1-toluenesulfonyl-1,6-dihydro-7H-pyrrolo[2,3-c]pyridin-7-one